N-[2-(3-chlorophenyl)-1-methoxypropane-2-yl]-4-[(2-imino-2,3-dihydro-1,3-oxazol-3-yl)methyl]-1H-1,3-benzodiazol-2-amine ClC=1C=C(C=CC1)C(COC)(C)NC1=NC2=C(N1)C=CC=C2CN2C(OC=C2)=N